FC=1C=C(C(=C(C1)O)C=1C=C2C(=NN1)N(N=C2)[C@H]2CN(CCC2)C)C (R)-5-fluoro-3-methyl-2-(1-(1-methylpiperidin-3-yl)-1H-pyrazolo[3,4-c]pyridazin-5-yl)phenol